C1(CC1)C=1C(=C2C=CNC2=C(C1)C)CN1N=C2C=C(C=CC2=C1)C#N 2-((5-cyclopropyl-7-methyl-1H-indol-4-yl)methyl)-2H-indazole-6-carbonitrile